ClC1=CC=C2C(=NC(N(C2=C1)C=1C=C(C=CC1)C=1SC=CC1C(=O)N)=O)N(C)C (3-(7-chloro-4-(dimethylamino)-2-oxoquinazolin-1(2H)-yl)phenyl)thiophene-3-carboxamide